FC(C(=O)O)(F)F.FC1(CCC(CC1)O)F difluorocyclohexan-1-ol 2,2,2-trifluoroacetate